(S)- and (R)-N-(1-(1-(2,4-bis(trifluoromethyl)phenyl)ethyl)-1H-pyrazol-4-yl)-5-(pyridin-2-yl)isoxazole-3-carboxamide FC(C1=C(C=CC(=C1)C(F)(F)F)[C@H](C)N1N=CC(=C1)NC(=O)C1=NOC(=C1)C1=NC=CC=C1)(F)F |r|